2-(5-isopropoxypicolinoyl)-N-(5-isopropyl-4-(trifluoromethyl)pyridin-2-yl)hydrazinecarbothioamide C(C)(C)OC=1C=CC(=NC1)C(=O)NNC(NC1=NC=C(C(=C1)C(F)(F)F)C(C)C)=S